ClC1=C(C2=C(NC(OC23CNCC(C3)(C)C)=O)C=C1)F 6-Chloro-5-fluoro-5',5'-dimethylspiro[benzo[d][1,3]oxazin-4,3'-piperidin]-2(1H)-one